[Si](C)(C)(C(C)(C)C)OC(C=1OC=CN1)C1=CC(=NC(=C1)N1N=C(C=C1C)C)Cl 2-(((tert-butyldimethylsilyl)oxy)(2-chloro-6-(3,5-dimethyl-1H-pyrazol-1-yl)pyridin-4-yl)methyl)oxazole